(methyl 4-(1-ethoxyvinyl)-3-fluoropyridin-2-yl) carbamate C(N)(OC1=NC=C(C(=C1F)C(=C)OCC)C)=O